FC(CN1N=CC(=C1)C=1C=CC(=NC1C1=CC=C2C=CC=NC2=C1)C#N)(C(C)C)F 5-[1-(2,2-Difluoro-3-methylbutyl)-1H-pyrazol-4-yl]-6-chinolin-7-ylpyridin-2-carbonitril